1-[4-[[(8-chloro-7,9-dimethyl-pyrido[3',2':4,5]thieno[3,2-d]pyrimidin-4-yl)amino]methyl]phenyl]cyclobutanol ClC1=C(C2=C(SC3=C2N=CN=C3NCC3=CC=C(C=C3)C3(CCC3)O)N=C1C)C